C(C1=CC=CC=C1)(=O)N1C(N(C2C1CCCC2)CCN2CCC(CC2)C2=NOC1=C2C=CC(=C1)F)=O 1-benzoyl-3-[2-[4-(6-fluoro-1,2-benzoisoxazol-3-yl)-1-piperidinyl]ethyl]perhydrobenzoimidazol-2-one